C(=O)O.NC1=CN=NC2=CC(=CC=C12)C=1C=C(C=C(C1N1N=CC(=C1)C(F)F)OC)B(O)O [3-(4-aminocinnolin-7-yl)-4-[4-(difluoromethyl)pyrazol-1-yl]-5-methoxyphenyl]boronic acid formic acid salt